3-bromo-9,9-dimethyl-benzofluorene BrC=1C=CC2=C(C=CC3=C4C=CC(C=C4C=C23)(C)C)C1